CN(C=CN(C)C)C 1,2-bis(dimethylamino)ethaneN